C(C)(C)(C)OC(=O)N1C[C@@H](N(CC1)C=1C2=C(N=CN1)N(C=C2C(=O)N2CCCC2)C2=CC(=CC=C2)Cl)C tert-Butyl-(S)-4-(7-(3-chlorophenyl)-5-(pyrrolidine-1-carbonyl)-7H-pyrrolo[2,3-d]pyrimidin-4-yl)-3-methylpiperazine-1-carboxylate